2-((benzyloxy)methyl)-2-methylpropane-1,3-diyl bis(3-(4-methylcyclohexyl)-propanoate) CC1CCC(CC1)CCC(=O)OCC(COC(CCC1CCC(CC1)C)=O)(C)COCC1=CC=CC=C1